3-[[2-(methacryloyloxy)ethyl]dimethylammonio]propionate C(C(=C)C)(=O)OCC[N+](CCC(=O)[O-])(C)C